FC(C1=CC=C(CN2[C@H]3CC(C[C@@H]2CC3)C=3C(=C2CN(C(C2=CC3F)=O)C3C(NC(CC3)=O)=O)F)C=C1)F 3-(5-((1R,5S)-8-(4-(difluoromethyl)benzyl)-8-azabicyclo[3.2.1]octan-3-yl)-4,6-difluoro-1-oxoisoindolin-2-yl)piperidine-2,6-dione